FC(C1=CC=C(C=C1)C(\C=C\NC1=CC=C(C=C1)C)=O)(F)F (E)-1-(4-trifluoromethyl-phenyl)-3-(p-tolylamino)prop-2-en-1-one